FC1(C(N(C2=CC=CC=C12)C)=O)C=1CN(C2=CC=CC=C2N1)CCC 3-(3-fluoro-1-methyl-2-oxo-indol-3-yl)-1-propyl-quinoxaline